ClC=1C=C(CCN2CC(C(CC2)OC)COC2=CC=C(C=C2)S(=O)(=O)C)C=CC1 (3-chlorophenethyl)-4-methoxy-3-((4-(methylsulfonyl)phenoxy)methyl)piperidine